2-(4-((1Z)-1,2-diphenyl-1-butenyl)phenoxy)-N,N-dimethylethanamine C1(=CC=CC=C1)/C(=C(\CC)/C1=CC=CC=C1)/C1=CC=C(OCCN(C)C)C=C1